O=C1NC(CCC1C1=CC=C(C=C1)CCCN1CCC(CC1)N1CCC(CC1)N1CCN(CC1)C1=C2C(N(C(C2=CC=C1)=O)[C@H](CS(=O)(=O)C)C1=CC(=C(C=C1)OC)OCC)=O)=O 4-(4-(1'-(3-(4-(2,6-dioxopiperidin-3-yl)phenyl)propyl)-[1,4'-bipiperidin]-4-yl)-piperazin-1-yl)-2-((S)-1-(3-ethoxy-4-methoxyphenyl)-2-(methylsulfonyl)ethyl)isoindoline-1,3-dione